COC1=CC=C(C=N1)OC1=CC=C(C(=O)N2[C@H](C[C@H](CC2)C2=C(C=C(N=N2)N)C)C)C=C1 6-[(2S,4S)-1-{4-[(6-Methoxypyridin-3-yl)oxy]benzoyl}-2-methylpiperidin-4-yl]-5-methylpyridazin-3-amine